(3S,4S)-tert-butyl 3-(3-(((benzyloxy)carbonyl)amino)-2-oxopyrrolidin-1-yl)-4-phenylpiperidine-1-carboxylate C(C1=CC=CC=C1)OC(=O)NC1C(N(CC1)[C@@H]1CN(CC[C@H]1C1=CC=CC=C1)C(=O)OC(C)(C)C)=O